C(#N)C1=CC=CC(=N1)OC1=CC=C(C=C1)C(C)(C)C1=CC=C(OC2CC(C2)NC(OC(C)(C)C)=O)C=C1 tert-butyl ((1r,3r)-3-(4-(2-(4-((6-cyanopyridin-2-yl)oxy)phenyl)propan-2-yl)phenoxy)cyclobutyl)carbamate